C(#N)C1(CC1)C(=O)N1C(C2=CC=C(C=C2C1)S(=O)(=O)C1CC1)C(=O)NC1=CC=C(C=C1)C(C(F)(F)F)(C(F)(F)F)O 2-[(1-Cyanocyclopropyl)carbonyl]-5-(cyclopropylsulfonyl)-N-[4-(1,1,1,3,3,3-hexafluoro-2-hydroxypropan-2-yl)phenyl]-2,3-dihydro-1H-isoindol-1-carboxamid